1-(7-((S)-1-(3-(2-hydroxyphenyl)-5-methyl-7H-pyrrolo[2,3-c]pyridazin-6-yl)ethyl)-3-oxa-7,9-diazabicyclo[3.3.1]nonan-9-yl)prop-2-en-1-one OC1=C(C=CC=C1)C1=CC2=C(N=N1)NC(=C2C)[C@H](C)N2CC1COCC(C2)N1C(C=C)=O